tert-butyl N-[3-[6-[2-cyano-3-(cyclohexylsulfonylamino)-6-fluoro-phenoxy]-4-oxo-quinazolin-3-yl]propyl]carbamate C(#N)C1=C(OC=2C=C3C(N(C=NC3=CC2)CCCNC(OC(C)(C)C)=O)=O)C(=CC=C1NS(=O)(=O)C1CCCCC1)F